ClCC(=O)N1C(C=2NC3=CC=CC=C3C2C[C@@H]1C)C1=CC=C(C(=O)NC2=NC=CC=C2)C=C1 4-((3S)-2-(2-chloroacetyl)-3-methyl-2,3,4,9-tetrahydro-1H-pyrido[3,4-b]indol-1-yl)-N-(pyridin-2-yl)benzamide